2-[1-(3-chlorophenyl)-1H-pyrazol-3-yl]propanoic acid ClC=1C=C(C=CC1)N1N=C(C=C1)C(C(=O)O)C